2-(3-(piperazine-1-carbonyl)phenyl)-1H-benzo[d]imidazole-4-carboxamide N1(CCNCC1)C(=O)C=1C=C(C=CC1)C1=NC2=C(N1)C=CC=C2C(=O)N